ClC1=C(C=CC=C1)N1C(N=C(C2=C1N=C(C=C2)C(F)(F)F)N2C[C@H](CC2)O)=O (S)-1-(2-chlorophenyl)-4-(3-hydroxy-pyrrolidin-1-yl)-7-(trifluoromethyl)-pyrido[2,3-d]pyrimidin-2(1H)-one